(2R,4S)-1-(1,3-benzodioxol-4-ylmethyl)-4-fluoro-N-(4-oxazol-5-ylphenyl)pyrrolidine-2-carboxamide O1COC2=C1C=CC=C2CN2[C@H](C[C@@H](C2)F)C(=O)NC2=CC=C(C=C2)C2=CN=CO2